COC1C=C(CC=C1)C(=O)O 3-Methoxycyclohexane-1,4-diene-1-carboxylic acid